5-chloro-o-hydroxybenzylideneacetone ClC=1C=CC(=C(C=CC(C)=O)C1)O